ClC1=C(C(=O)NC=2C(=NNC2)C(=O)NC2CCN(CC2)CCCCC=2N=NN(C2)CCCOC2=C3C(N(C(C3=CC=C2)=O)C2C(NC(CC2)=O)=O)=O)C(=CC=C1)Cl 4-(2,6-dichlorobenzamido)-N-(1-(4-(1-(3-((2-(2,6-dioxopiperidin-3-yl)-1,3-dioxoisoindolin-4-yl)oxy)propyl)-1H-1,2,3-triazol-4-yl)butyl)piperidin-4-yl)-1H-pyrazole-3-carboxamide